2-[2,6-Difluoro-4-(4-fluoropiperidine-1-sulfonyl)phenyl]-3-fluoro-4-methylquinoline-7-carboxylic acid FC1=C(C(=CC(=C1)S(=O)(=O)N1CCC(CC1)F)F)C1=NC2=CC(=CC=C2C(=C1F)C)C(=O)O